N-(5-(1-(2-acryloyl-2-azaspiro[3.3]heptan-6-yl)-1H-1,2,3-triazol-4-yl)pyridin-2-yl)-6-(1H-pyrazol-4-yl)picolinamide C(C=C)(=O)N1CC2(C1)CC(C2)N2N=NC(=C2)C=2C=CC(=NC2)NC(C2=NC(=CC=C2)C=2C=NNC2)=O